C(C)(C)(C)OC(=O)C1C(C1C)C=1C=NN(C1)CC(F)F 2-(1-(2,2-difluoroethyl)-1H-pyrazol-4-yl)-3-methylcyclopropanecarboxylic acid tert-butyl ester